ClC1=CC=C(C=C1)N1N=CC(=C1NC(C1=CC(=CC=C1)C)=O)C=1OCCN1 N-(1-(4-chlorophenyl)-4-(4,5-dihydrooxazol-2-yl)-1H-pyrazol-5-yl)-3-methylbenzamide